CO\N=C(\C(=O)OC)/C1=C(C(=CC=C1)C)CO/N=C(/C#CC1=CC=CC=C1)\C Methyl (2E)-2-methoxyimino-2-[3-methyl-2-[[(E)-(1-methyl-3-phenyl-prop-2-ynylidene)amino]oxymethyl]phenyl]acetate